N1(CCNCC1)CCC1=CC=C(NC2C(NC(CC2)=O)=O)C=C1 3-[4-(2-piperazin-1-ylethyl)anilino]piperidine-2,6-dione